Molybdenum boride B#[Mo]